chloro-2-((4-(chlorodifluoromethoxy)phenyl)amino)quinoline-6-carbonitrile ClC=1C(=NC2=CC=C(C=C2C1)C#N)NC1=CC=C(C=C1)OC(F)(F)Cl